Cl.N[C@@H]1[C@@H]2CC[C@@H](C2)C12CC(CCC2)C(=O)N2CCCCC2 ((1S,3R,4R)-3-aminospiro[bicyclo[2.2.1]heptane-2,1'-cyclohexan]-3'-yl)(piperidin-1-yl)methanone hydrochloride